OC1=C2C(C=C(OC2=CC(=C1O)O)C1=CC=C(C=C1)OC1=CC=CC=C1)=O 5,6,7-trihydroxy-2-(4-phenoxyphenyl)-4H-chromen-4-one